(trans)-1,2-bis(thiophen-2-yl)ethylene S1C(=CC=C1)\C=C\C=1SC=CC1